tert-butyl (3-(3-(5-(3,4-difluorophenyl)-1H-imidazol-2-yl)-1H-indazole-5-carboxamido)propyl)carbamate FC=1C=C(C=CC1F)C1=CN=C(N1)C1=NNC2=CC=C(C=C12)C(=O)NCCCNC(OC(C)(C)C)=O